FC(F)[Se]CCOC1=CC=C(C=C1)C#N (difluoromethyl)(2-(4-cyanophenoxy) ethyl) selenoether